C(C)(=O)C=1C=C(C=CC1)C1=CC(=C(N1)CC1CC1)C=1SC(=C(N1)C(=O)OCC)C ethyl 2-[5-(3-acetylphenyl)-2-(cyclopropylmethyl)-1H-pyrrol-3-yl]-5-methyl-thiazole-4-carboxylate